ClC1=NC2=C(C=CC=C2C(=C1C#N)Cl)OC1=C(C=CC=C1O)F 2,4-dichloro-8-(2-fluoro-6-hydroxyphenoxy)quinoline-3-carbonitrile